benzyl-1-methyl-spiro[indolin-2,4'-piperidin]-3-one C(C1=CC=CC=C1)N1CCC2(CC1)N(C1=CC=CC=C1C2=O)C